C(C1=CC=CC=C1)(C1=CC=CC=C1)(C1=CC=CC=C1)N[C@H](CO)C(=O)OC Methyl trityl-D-serinate